[Cl-].COC(=O)N1CC(CCC1)C=1C=CC2=C(NC(=N2)C[NH3+])C1 (6-(1-(methoxycarbonyl)piperidin-3-yl)-1H-benzo[d]imidazol-2-yl)-methanaminium chloride